Cl.FC(C1C(NCCC1)C(=O)N)(F)F 3-(trifluoromethyl)piperidine-2-carboxamide hydrochloride